6-(2-(3'-(tert-butyl)-[1,1'-biphenyl]-3-yl)-2-hydroxyacetyl)-2-(1-(5-phenylpyridin-3-yl)cyclopropyl)-3,5,6,7,8,9-hexahydro-4H-pyrimido[5,4-c]azepin-4-one C(C)(C)(C)C=1C=C(C=CC1)C1=CC(=CC=C1)C(C(=O)N1CC2=C(CCC1)N=C(NC2=O)C2(CC2)C=2C=NC=C(C2)C2=CC=CC=C2)O